O[C@@H]1[C@H](CC1)N(CCCCCCCC(=O)N(CCCCCCCCCC)CCCCCCCCCC)CCCCCCCC(=O)N(CCCCCCCCCC)CCCCCCCCCC 8,8'-(((1s,2s)-2-hydroxycyclobutyl)azanediyl)bis(N,N-didecyloctanamide)